1-imidazo[1,2-a]pyrimidin-3-yl-4-prop-2-enoyl-piperazin-2-one N=1C=C(N2C1N=CC=C2)N2C(CN(CC2)C(C=C)=O)=O